C1(CC1)C1=C(C(=NO1)C1=C(C=CC=C1)OC(F)(F)F)COC1C[C@H]2CC[C@@H](C1)N2C2=CC=C(C=C2)C2=NOC(N2)=O 3-(4-((1R,3r,5S)-3-((5-cyclopropyl-3-(2-(trifluoromethoxy)phenyl)isoxazol-4-yl)methoxy)-8-azabicyclo[3.2.1]octan-8-yl)phenyl)-1,2,4-oxadiazol-5(4H)-one